C(C)(C)(C)OC(=O)N1CC2(CCC(C1)C2)CC(=O)N(C)C (2-(dimethylamino)-2-oxoethyl)-3-azabicyclo[3.2.1]octane-3-carboxylic acid tert-butyl ester